N-[1-[3-(5-bromo-2-pyridyl)pyrazin-2-yl]ethyl]-3-[cyclopropyl(difluoro)methyl]-5-(trifluoromethyl)benzamide BrC=1C=CC(=NC1)C=1C(=NC=CN1)C(C)NC(C1=CC(=CC(=C1)C(F)(F)F)C(F)(F)C1CC1)=O